CN(C1=CC=C(C=C1)C1=CC=C(C=C1)C(N(C(=O)[C@H]1[C@H]2CC[C@@H](C1)C2)C=2C=C(C=C(C2)F)/C=C/C(=O)OC)[2H])C methyl (E)-3-(3-((1S,2R,4R)-N-((4'-(dimethylamino)-[1,1'-biphenyl]-4-yl)methyl-d)bicyclo[2.2.1]heptane-2-carboxamido)-5-fluorophenyl)acrylate